C(C)C=1C(=CC=C2C=C(C=C(C12)C1=CC=C2C(=NC(=NC2=C1F)OCC=O)N1C[C@H]2CC[C@@H](C1)N2C(=O)OC(C)(C)C)O)F Tert-butyl (1R,5S)-3-(7-(8-ethyl-7-fluoro-3-hydroxynaphthalen-1-yl)-8-fluoro-2-(2-oxoethoxy) quinazolin-4-yl)-3,8-diazabicyclo[3.2.1]octane-8-carboxylate